CN1C(N(C(C2=C1N=CC=C2OCCC)=O)CC(=O)NCC2OCCC2)=O 1,4-Dihydro-1-methyl-2,4-dioxo-5-propoxy-N-[(tetrahydro-2-furanyl)methyl]pyrido[2,3-d]pyrimidine-3(2H)-acetamide